ethyl-N-(2-hydroxy-3-sulfopropyl)-3,5-dimethylaniline sodium salt monohydrate O.[Na+].C(C)N(C1=CC(=CC(=C1)C)C)CC(CS(=O)(=O)[O-])O